ClC=1N=NC(=CN1)CNC(=O)C1(CCC1)C N-[(3-chloro-1,2,4-triazin-6-yl)methyl]-1-methylcyclobutane-1-carboxamide